(E)-cyclopropyl-1,2-ethylenediamine C1(CC1)NCCN